FC(CC(CO)O)(C(F)(F)F)F 2,2,3,3,3-pentafluoropropyl-ethylene glycol